tert-butyl 5-(4-chlorophenyl)-4-(hydroxymethyl)-3,6-dihydro-2H-pyridine-1-carboxylate ClC1=CC=C(C=C1)C1=C(CCN(C1)C(=O)OC(C)(C)C)CO